NC=1C(=NON1)N1N=NC(=C1)C(=O)NN=CC1=CC(=C(C=C1)[N+](=O)[O-])O 1-(4-amino-1,2,5-oxadiazol-3-yl)-N'-(3-hydroxy-4-nitrobenzylidene)-1H-1,2,3-triazole-4-carbohydrazide